FC1=CC(=CC=2N(C(=NC21)C)C2CCN(CC2)C)C2=CNC=1N=C(N=CC12)NCC(C)(C)F 5-(4-fluoro-2-methyl-1-(1-methylpiperidin-4-yl)-1H-benzo[d]imidazol-6-yl)-N-(2-fluoro-2-methylpropyl)-7H-pyrrolo[2,3-d]pyrimidin-2-amine